C1-chloro-3-(((1R)-1-(2-cyano-3-(5,5-difluoro-2-azabicyclo[2.2.2]octan-2-yl)-7-methylquinoxalin-5-yl)ethyl)amino)picolinic acid Cl[C@](C)(C1=C2N=C(C(=NC2=CC(=C1)C)C#N)N1C2CC(C(C1)CC2)(F)F)NC=2C(=NC=CC2)C(=O)O